FC(CO)C1CCN(CC1)CC(F)(F)F 2-fluoro-2-(1-(2,2,2-trifluoroethyl)piperidin-4-yl)ethan-1-ol